N-(3-methyl-4-((5-(4-morpholinophenyl)-1H-pyrazol-3-yl)amino)phenyl)methanesulfonamide CC=1C=C(C=CC1NC1=NNC(=C1)C1=CC=C(C=C1)N1CCOCC1)NS(=O)(=O)C